C1COCCC12CCN(CC2)C2=CC1=C(CCC(C=3N1C=CN3)NC(=O)C3=NN(C=C3)CC3=CC=CC=C3)C=C2 N-(9-(3-oxa-9-azaspiro[5.5]undecan-9-yl)-5,6-dihydro-4H-benzo[f]imidazo[1,2-a]azepin-4-yl)-1-benzyl-1H-pyrazole-3-carboxamide